CC1(OC(=CC(O1)=O)C)C 2,2,6-trimethyl-4H-1,3-Dioxin-4-one